O1C=NC=C1CC(=O)N1CC2=CC(=CC=C2CC1)OC1=CC=C(C=C1)C(F)(F)F 2-(oxazol-5-yl)-1-(7-(4-(trifluoromethyl)phenoxy)-3,4-dihydroisoquinolin-2(1H)-yl)ethan-1-one